methyl (2S,4R)-1-(2-chloroacetyl)-4-hydroxypyrrolidine-2-carboxylate ClCC(=O)N1[C@@H](C[C@H](C1)O)C(=O)OC